N[C@H]1N(CCC1)C(=O)OC(C)(C)C tert-butyl (S)-aminopyrrolidine-1-carboxylate